3-amino-1-(1-(6-(2-hydroxy-4-(1H-pyrazol-4-yl)phenyl)pyridazin-3-yl)octahydro-5H-pyrrolo[3,2-c]pyridin-5-yl)propan-1-one NCCC(=O)N1CC2C(CC1)N(CC2)C=2N=NC(=CC2)C2=C(C=C(C=C2)C=2C=NNC2)O